NC1(CCC(CC1)=O)C(=O)OCC Ethyl 1-amino-4-oxocyclohexanecarboxylate